ClC(C(=O)N[C@@]1([C@H](O)O[C@@H]([C@@H]([C@@H]1O)O)CO)O)(Cl)Cl 2-(2,2,2-trichloroacetamido)-β-D-galactopyranose